(R,E)-N-(4-((4-([1,2,4]triazolo[1,5-a]pyridin-7-yloxy)-2-ethoxy-5-methylphenyl)amino)-7-methoxyquinazolin-6-yl)-2-fluoro-3-(1-methylpyrrolidin-2-yl)acrylamide N=1C=NN2C1C=C(C=C2)OC2=CC(=C(C=C2C)NC2=NC=NC1=CC(=C(C=C21)NC(/C(=C\[C@@H]2N(CCC2)C)/F)=O)OC)OCC